1,3,6-trihydroxy-2,7-dimethoxyxanthone OC1=C(C(=CC=2OC3=CC(=C(C=C3C(C12)=O)OC)O)O)OC